(1S,2S)-N-(6-(7-(ethyl-(methyl)amino)-6-fluoro-5-(methylthio)-1H-indazol-4-yl)imidazo[1,2-a]pyrazin-2-yl)-2-fluorocyclopropane-1-carboxamide C(C)N(C=1C(=C(C(=C2C=NNC12)C=1N=CC=2N(C1)C=C(N2)NC(=O)[C@H]2[C@H](C2)F)SC)F)C